barium bis(fluorosulfonyl)amide FS(=O)(=O)[N-]S(=O)(=O)F.[Ba+2].FS(=O)(=O)[N-]S(=O)(=O)F